C(CCC)C1=CC=C(C=C1)S(=O)(=O)NC1=C(C(=O)OC)C=C(C=C1)NC(CCNC(C1=CC(=C(C=C1)NS(=O)(=O)C1=CC=C(C=C1)CCCC)C(=O)OC)=O)=O methyl 2-((4-butylphenyl)sulfonamido)-5-(3-(4-((4-butylphenyl)sulfonamido)-3-(methoxy carbonyl)-benzamido)propanamido)benzoate